Bis(3,5-Bis(Trifluoromethyl)Phenyl)Diisopropoxyborane FC(C=1C=C(C=C(C1)C(F)(F)F)CC(C)(OBOC(C)C)C1=CC(=CC(=C1)C(F)(F)F)C(F)(F)F)(F)F